4-amino-3-methylpicolinamide NC1=C(C(=NC=C1)C(=O)N)C